C(C)(C)(C)C1=NN(C(=C1)NC1=NC(=CC=C1)C1=CN=C2N1C=CC(=C2)C=2C=NN(C2)C)C2=CC=C(C=C2)F N-(3-(tert-butyl)-1-(4-fluorophenyl)-1H-pyrazol-5-yl)-6-(7-(1-methyl-1H-pyrazol-4-yl)imidazo[1,2-a]pyridin-3-yl)pyridin-2-amine